C1(CCC1)OC1=CC(=NC=C1)CC(=O)NC=1N=NC(=CC1)C#CCCC=1SC(=NN1)NC(CC1=NC=CC=C1)=O 2-(4-Cyclobutoxypyridin-2-yl)-N-(6-(4-(5-(2-(pyridin-2-yl)acetamido)-1,3,4-thiadiazol-2-yl)but-1-yn-1-yl)-pyridazin-3-yl)acetamide